4-Isopropyl-5-(8-methyl-[1,2,4]triazolo[1,5-a]pyridin-6-yl)-N-(1-methylpiperidin-4-yl)-1H-pyrazole-3-carboxamide C(C)(C)C=1C(=NNC1C=1C=C(C=2N(C1)N=CN2)C)C(=O)NC2CCN(CC2)C